azole-4-carbonitrile N1C=CC(=C1)C#N